C(C)(C)C=1C(=NNC1C=1C=C(C=2N(C1)N=CN2)C)C2=NC=C(C=N2)C2CCN(CC2)C 6-(4-isopropyl-3-(5-(1-methylpiperidin-4-yl)pyrimidin-2-yl)-1H-pyrazol-5-yl)-8-methyl-[1,2,4]triazolo[1,5-a]pyridine